[Sn].[Pt].[Ru] ruthenium platinum tin